ethyl 4-amino-4-thioxobutanoate NC(CCC(=O)OCC)=S